[Ca+2].B([O-])([O-])[O-].B([O-])([O-])[O-].[Ca+2].[Ca+2] boric acid calcium salt